ClC1=C(C=C(C=C1)C12N=C(OC1[C@H]([C@@H]([C@H](O2)CO)O)O)C)CC2=C(C1=C(S2)C=CC(=C1)Cl)C (5r,6s,7s)-3a-(4-chloro-3-((5-chloro-3-methylbenzo[b]thiophen-2-yl)methyl)phenyl)-5-(hydroxymethyl)-2-methyl-5,6,7,7a-tetrahydro-3aH-pyrano[2,3-d]oxazole-6,7-diol